4-[4-[4-(3-hydroxypropyl-amino)-2-oxo-pyrrolidin-1-yl]phenyl]sulfonylpiperazine-1-carboxylic acid benzyl ester C(C1=CC=CC=C1)OC(=O)N1CCN(CC1)S(=O)(=O)C1=CC=C(C=C1)N1C(CC(C1)NCCCO)=O